hydroxyL-proline disodium [Na].[Na].ON1[C@@H](CCC1)C(=O)O